7-ethyl-8-(ethylsulfonyl)-1,3-dimethyl-1H-purine-2,6(3H,7H)-dione C(C)N1C(=NC=2N(C(N(C(C12)=O)C)=O)C)S(=O)(=O)CC